C(C(C)C)(=O)OC=1C(=NC=CC1OC)C(N[C@@H](C)C1=NOC(=N1)C(C1=CC=CC=C1)C1=CC=CC=C1)=O (S)-2-((1-(5-benzhydryl-1,2,4-oxadiazol-3-yl)ethyl)carbamoyl)-4-methoxypyridin-3-yl isobutyrate